COC1=CC=C(C=C1)C=1C=CC=C2C=NC(=NC12)NC1=CC(=CC=C1)N1CCN(CC1)C(C)=O 8-(4-(methoxy)phenyl)-N-(3-(4-acetylpiperazin-1-yl)phenyl)quinazolin-2-amine